ClC1=C(C(=O)C2=CNC3=NC=CC(=C32)NC3CCC(CC3)C(=O)OC)C=CC(=C1)OC1=CC=CC=C1 Methyl (1s,4s)-4-((3-(2-chloro-4-phenoxybenzoyl)-1H-pyrrolo[2,3-b]pyridin-4-yl)amino)cyclohexane-1-carboxylate